tert-butyl-ethyl-malonic acid C(C)(C)(C)C(C(=O)O)(C(=O)O)CC